tert-butyl (S)-((4-fluoro-1-hydroxynaphthalen-2-yl)methyl)(2-hydroxybutyl)carbamate FC1=CC(=C(C2=CC=CC=C12)O)CN(C(OC(C)(C)C)=O)C[C@H](CC)O